[I-].C(C1=CC=CC=C1)[N+](C)(C)CCCO benzyl-(3-hydroxypropyl)-dimethylammonium iodide